FC=1C=C2C(C(=CN(C2=NC1N1CC(C1)C=1NC=CN1)C=1SC=CN1)C(=O)O)=O 6-fluoro-7-[3-(1H-imidazol-2-yl)azetidin-1-yl]-4-oxo-1-(1,3-thiazol-2-yl)-1,4-dihydro-1,8-naphthyridine-3-carboxylic acid